3-chloro-5-((1-((4-methyl-5-oxo-4,5-dihydro-1H-1,2,4-triazol-3-yl)methyl)-2-oxo-4-(trifluoromethyl)-1,2-dihydropyridin-3-yl)oxy)benzoic acid ClC=1C=C(C(=O)O)C=C(C1)OC=1C(N(C=CC1C(F)(F)F)CC1=NNC(N1C)=O)=O